(S)-4-(3-((tert-butoxycarbonyl)amino)-3-methylpyrrolidin-1-yl)-6-cyclopropyl-5-(3,5-difluorophenyl)nicotinic acid C(C)(C)(C)OC(=O)N[C@@]1(CN(CC1)C1=C(C(=NC=C1C(=O)O)C1CC1)C1=CC(=CC(=C1)F)F)C